C(CC)N1C[C@@H](C=C2C3=C4C(C[C@@H]12)=CNC4=CC=C3)C(=O)N[C@H](C)CCC (6aR,9R)-7-propyl-N-((R)-pentan-2-yl)-4,6,6a,7,8,9-hexahydroindolo[4,3-fg]quinoline-9-carboxamide